N-ethylacrylamide C(C)NC(C=C)=O